2-(methylsulfanyl)-7-(2-phenylethoxy)-5-[2-(triisopropylsilyl)ethynyl]pyrido[2,3-d]pyrimidine CSC=1N=CC2=C(N1)N=C(C=C2C#C[Si](C(C)C)(C(C)C)C(C)C)OCCC2=CC=CC=C2